CN1C(N(C2=C1C(=CC=C2)N2CCN(CC2)C(=O)OC(C)(C)C)COCC[Si](C)(C)C)=O tert.Butyl 4-(3-methyl-2-oxo-1-((2-(trimethylsilyl)ethoxy)methyl)-2,3-dihydro-1H-benzo[d]imidazol-4-yl)piperazine-1-carboxylate